ClC=1C=C(C=C(C1)Cl)C1=CC(=CC(=C1)CNC1=CC=C(C=C1)N1CCNCC1)CN1CCC(CC1)CC(=O)O 2-(1-((3',5'-dichloro-5-(((4-(piperazin-1-yl)phenyl)amino)methyl)-[1,1'-biphenyl]-3-yl)methyl)piperidin-4-yl)acetic acid